CC1=CC=C(C(N1C1=CC(=NC=C1)C)=O)C(=O)N 6-methyl-1-(2-methylpyridin-4-yl)-2-oxopyridine-3-carboxamide